COCOC(=O)C1(CC=C(C=C1)C1=CC=CC=C1)OCCCCCCOC(C=C)=O 4-((6-(acryloyloxy)hexyl)oxy)-[1,1'-biphenyl]-4-carboxylic acid methoxymethyl ester